1-(2-chlorophenylsulfonyl)-1H-indole-3-carbaldehyde ClC1=C(C=CC=C1)S(=O)(=O)N1C=C(C2=CC=CC=C12)C=O